N-Cbz-L-proline C1C[C@H](N(C1)C(=O)OCC2=CC=CC=C2)C(=O)O